C(C1=CC=CC=C1)N(C1CCC(CC1)NC(=O)N1CC(C2=NC=CC=C21)(C)C)C N-((1s,4s)-4-(benzyl(methyl)amino)cyclohexyl)-3,3-dimethyl-2,3-dihydro-1H-pyrrolo[3,2-b]pyridine-1-carboxamide